CCCCCCCCC/C=C\CCCCCCCC(=O)OC[C@H](COP(=O)(O)OC[C@@H](C(=O)O)N)OC(=O)CCCCCCCCCCC/C=C\C/C=C\CCCCC 1-(9Z-nonadecenoyl)-2-(13Z,16Z-docosadienoyl)-glycero-3-phosphoserine